N-(1-cyclobutyl-1H-pyrazol-4-yl)-2-(5-methyl-1H-pyrazol-4-yl)-1,3-thiazole C1(CCC1)N1N=CC(=C1)N1C(SC=C1)C=1C=NNC1C